[Se]1C(=NC2=C1C=CC=C2)C2=C(C=CC=1C=CC(OC12)=O)O 8-(benzo[D]selenazol-2-yl)-7-hydroxy-2H-benzopyran-2-one